N-(2-Amino-4-((4-(trifluoromethyl)benzyl)amino)phenyl)-4-cyclohexylbutanamid NC1=C(C=CC(=C1)NCC1=CC=C(C=C1)C(F)(F)F)NC(CCCC1CCCCC1)=O